C(C)(C)C1CC2(CCC(O2)OCCO)CC1 2-((7-isopropyl-1-oxaspiro[4.4]nonan-2-yl)oxy)ethan-1-ol